2-chloro-N-(1-cyanocyclopropyl)-5-[3-[5-(1,1,2,3,3,3-hexafluoropropoxy)-2-methyl-4-(trifluoromethyl)pyrazol-3-yl]isoxazol-5-yl]-N-methyl-thiophene-3-carboxamide ClC=1SC(=CC1C(=O)N(C)C1(CC1)C#N)C1=CC(=NO1)C=1N(N=C(C1C(F)(F)F)OC(C(C(F)(F)F)F)(F)F)C